N-(4-(4-(2-(4,4-difluoropiperidin-1-yl)-6-(hydroxymethyl)pyrimidin-4-yl)-1H-1,2,3-triazol-1-yl)-3-(6-azaspiro[2.5]octan-6-yl)phenyl)-2-hydroxyethane-1-sulfonamide FC1(CCN(CC1)C1=NC(=CC(=N1)C=1N=NN(C1)C1=C(C=C(C=C1)NS(=O)(=O)CCO)N1CCC2(CC2)CC1)CO)F